N-(1-hydroxy-3-(1H-imidazol-4-yl)propan-2-yl)cyclopentanecarboxamide OCC(CC=1N=CNC1)NC(=O)C1CCCC1